6-bromo-5-chloro-2-(methylthio)oxazolo[4,5-b]pyridine BrC=1C=C2C(=NC1Cl)N=C(O2)SC